CC1C(CC12CNCC2)=O Methyl-2-oxo-6-azaspiro[3.4]octane